C(C)(C)C1=C(NC2=CC=C(C=C12)C1CCN(CC1)CC=1C(=NN(C1OC)C)C)C=1C=CC=2N(C1)N=CN2 6-(3-isopropyl-5-(1-((5-methoxy-1,3-dimethyl-1H-pyrazol-4-yl)methyl)piperidin-4-yl)-1H-indol-2-yl)-[1,2,4]triazolo[1,5-a]pyridine